5-{3-fluoro-4-[4-({[5-(trifluoromethyl)pyridin-2-yl]methyl}carbamoyl)-1H-1,2,3-triazol-1-yl]butyl}-N-{[3-(trifluoromethoxy)phenyl]methyl}-1,3,4-thiadiazole-2-carboxamide FC(CCC1=NN=C(S1)C(=O)NCC1=CC(=CC=C1)OC(F)(F)F)CN1N=NC(=C1)C(NCC1=NC=C(C=C1)C(F)(F)F)=O